[Mg].[Cr] chromium-magnesium salt